CC1=CC(=C(C=C1)O)CC 4-methyl-2-ethylphenol